BrCC(CN(C=1C=C(C(=O)OC)C=CC1I)C[C@H]1OCC1)=C=O methyl (S)-3-((3-bromo-2-carbonylpropyl) (oxetan-2-ylmethyl) amino)-4-iodobenzoate